(S)-(3-nitrophenyl)(pyridin-2-yl)methanol [N+](=O)([O-])C=1C=C(C=CC1)[C@H](O)C1=NC=CC=C1